BrC=1C(=CC(=NC1)OC)C 5-bromo-2-methoxy-4-methylpyridin